1-(m-tolyl)-1H-pyrazolo[4,3-c]Pyridin-6-amine C1(=CC(=CC=C1)N1N=CC=2C=NC(=CC21)N)C